3-[(tert-butyldimethylsilyl)oxy]-3-(difluoromethyl)cyclobutan-1-one [Si](C)(C)(C(C)(C)C)OC1(CC(C1)=O)C(F)F